Ethylmethylcarbonat CCOC(=O)OC